ClC=1C=NC(=C(C(=O)NC2CCC(CC2)CN2C(N(C3=C2C=CC=C3)C=3C=NC(=CC3)NC(COC)=O)=O)C1)C 5-chloro-N-((1r,4r)-4-((3-(6-(2-methoxyacetamido)pyridin-3-yl)-2-oxo-2,3-dihydro-1H-benzo[d]imidazol-1-yl)methyl)cyclohexyl)-2-methylnicotinamide